isobutanol isobutyl-acetate C(C(C)C)CC(=O)OCC(C)C